C1(CCC1)N1C(=CC=2N=NC(=CC21)C2=C(C=CC=C2)O)C2CC1(CN(C1)C1=NOC(=C1)C(C(=O)N1[C@@H](C[C@H](C1)O)C(=O)O)C(C)C)C2 (2S,4R)-1-[2-(3-{6-[5-cyclobutyl-3-(2-hydroxyphenyl)pyrrolo[3,2-c]pyridazin-6-yl]-2-azaspiro[3.3]heptan-2-yl}-1,2-oxazol-5-yl)-3-methylbutanoyl]-4-hydroxypyrrolidine-2-carboxylic acid